COC(CNCC=1C=CC=2N(C1)C=C(N2)CNC(=O)C=2N=C1N(C(C2)=O)C=CC=C1)(C)C N-[[6-[[(2-methoxy-2-methyl-propyl)amino]methyl]imidazo[1,2-a]pyridin-2-yl]methyl]-4-oxo-pyrido[1,2-a]pyrimidine-2-carboxamide